2-{4-[2-cyclopropyl-6-(methyl-propyl-amino)-quinazolin-4-yl]-piperazin-1-yl}-cyclopentanol C1(CC1)C1=NC2=CC=C(C=C2C(=N1)N1CCN(CC1)C1C(CCC1)O)N(CCC)C